COC1=C(C=CC(=C1)OC)CNC1=NN=C(C2=CC(=CC=C12)C=1C=C(C=C(C1)C(F)(F)F)B(O)O)C [3-[1-[(2,4-DIMETHOXYPHENYL)METHYLAMINO]-4-METHYLPHTHALAZIN-6-YL]-5-(TRIFLUOROMETHYL)PHENYL]BORONIC ACID